C1(CC1)CNC1=C2C(=NC=3C=C(C(=CC13)OC)OCCCN1CCCC1)CCOCC2 N-(cyclopropylmethyl)-9-methoxy-8-[3-(pyrrolidin-1-yl)propoxy]-1H,2H,4H,5H-oxepino[4,5-b]quinolin-11-amine